OCC1=CC=C(C=C1)NC(CC(C)C)C1C(CC(CC1=O)(C)C)=O 2-{1-[4-(hydroxymethyl)phenylamino]-3-methylbutyl}-5,5-dimethyl-1,3-cyclohexanedione